4-(4-Chlorophenyl)-6-(6,7-dimethoxy-3,4-dihydroisoquinolin-2(1H)-yl)-1,3,5-triazin-2-amine ClC1=CC=C(C=C1)C1=NC(=NC(=N1)N1CC2=CC(=C(C=C2CC1)OC)OC)N